NCl.[K] potassium chloramine